(6-((2-((5-(1-isopropyl-1H-pyrazol-4-yl)-2-methoxy-4-(4-methyl-piperazin-1-yl)phenyl)amino)-7H-pyrrolo[2,3-d]pyrimidin-4-yl)amino)quinoxalin-5-yl)dimethyl-phosphine oxide C(C)(C)N1N=CC(=C1)C=1C(=CC(=C(C1)NC=1N=C(C2=C(N1)NC=C2)NC=2C(=C1N=CC=NC1=CC2)P(C)(C)=O)OC)N2CCN(CC2)C